C(C)(C)(C)OC(C1=CN=C(C=C1)N1N=CC(=C1OC)C1=CC=C(C=C1)C#N)=O 6-(4-(4-Cyanophenyl)-5-methoxy-1H-pyrazol-1-yl)nicotinic acid tert-butyl ester